COC1=CC=C(C=C1)[N+](=O)[O-] nitroanisole